Methyl-(alanine) CN[C@@H](C)C(=O)O